3-Amino-N-[4-[4-[6-chloro-4-(trifluoromethyl)-2-pyridyl]piperazin-1-yl]sulfonylphenyl]benzamide NC=1C=C(C(=O)NC2=CC=C(C=C2)S(=O)(=O)N2CCN(CC2)C2=NC(=CC(=C2)C(F)(F)F)Cl)C=CC1